C(#C)C=1C(=NN2C1C=CC=C2N[C@H]2[C@H](CN(CC2)C)F)C#CCNC2=C(C=C(C(=O)NC)C=C2)OC 4-((3-(3-ethynyl-7-(((3S,4R)-3-fluoro-1-methylpiperidin-4-yl)amino)pyrazolo[1,5-a]pyridin-2-yl)prop-2-yn-1-yl)amino)-3-methoxy-N-methylbenzamide